4-(4-Amino-5-methoxy-2-(1-methyl-1H-pyrazol-4-yl)phenyl)piperazine-1-carboxylate NC1=CC(=C(C=C1OC)N1CCN(CC1)C(=O)[O-])C=1C=NN(C1)C